4-bromo-7-cyclopropyl-5-fluoro-1-methylindazole BrC1=C2C=NN(C2=C(C=C1F)C1CC1)C